1-[(2S)-2-[5-(1-benzofuran-5-sulfonyl)-1H,2H,3H,4H,5H,6H-pyrrolo[3,4-c]pyrrole-2-carbonyl]pyrrolidin-1-yl]-2-(3-methoxyphenyl)ethan-1-one O1C=CC2=C1C=CC(=C2)S(=O)(=O)N2CC1=C(C2)CN(C1)C(=O)[C@H]1N(CCC1)C(CC1=CC(=CC=C1)OC)=O